(2R,3S,4S)-4-hydroxy-2-[(4-methoxyphenyl)methyl]pyrrolidin-3-yl 3-hydroxy-3-methylbutanoate OC(CC(=O)O[C@H]1[C@H](NC[C@@H]1O)CC1=CC=C(C=C1)OC)(C)C